N-((1S,9S)-9-ethyl-5-fluoro-9-hydroxy-4-methyl-10,13-dioxo-2,3,9,10,13,15-hexahydro-1H,12H-benzo[de]pyrano[3',4':6,7]indolizino[1,2-b]quinolin-1-yl)-2-fluoro-3-hydroxypropanamide C(C)[C@]1(C(OCC=2C(N3CC=4C(=NC=5C=C(C(=C6C5C4[C@H](CC6)NC(C(CO)F)=O)C)F)C3=CC21)=O)=O)O